C[Si](C1=CC=CC=C1S(=O)(=O)[O-])(C)C 6-trimethylsilyl-benzenesulfonate